(+)-beta-cedrene C[C@@H]1CC[C@@H]2[C@]13CCC(=C)[C@H](C3)C2(C)C